C(C)OC(=O)C=1N(C=C(C1)C(=O)OCC)N 1-Amino-1H-pyrrole-2,4-dicarboxylic acid diethyl ester